3-Methyl-3-methoxybutylbutyrate CC(CCOC(CCC)=O)(C)OC